Rac-6-chloro-3-((1-(4-chlorobenzoyl)-4-hydroxypiperidin-4-yl)methyl)-7-(4-((3r,6r)-6-(trifluoromethyl)morpholin-3-yl)phenyl)-3,7-dihydro-4H-pyrrolo[2,3-d]pyrimidin-4-one ClC1=CC2=C(N=CN(C2=O)CC2(CCN(CC2)C(C2=CC=C(C=C2)Cl)=O)O)N1C1=CC=C(C=C1)[C@H]1NC[C@@H](OC1)C(F)(F)F |r|